C(CCC)C(C=O)CCCCCC 2-butyloctaldehyde